(S)-4-(5-(oxetane-2-carboxamido)benzo[d]oxazol-2-yl)picolinic acid O1[C@@H](CC1)C(=O)NC=1C=CC2=C(N=C(O2)C2=CC(=NC=C2)C(=O)O)C1